4-((5-(4-((tert-butyldimethylsilyl)oxy)piperidin-1-yl)pyridin-2-yl)amino)-2-(2,6-difluorophenyl)-6-(4-methoxybenzyl)-8-vinyl-1,6-naphthyridin-5(6H)-one [Si](C)(C)(C(C)(C)C)OC1CCN(CC1)C=1C=CC(=NC1)NC1=CC(=NC=2C(=CN(C(C12)=O)CC1=CC=C(C=C1)OC)C=C)C1=C(C=CC=C1F)F